COC(=O)C1=CC=C2CCN(CC2=C1)C(=O)OC(C)(C)C 2-(tert-butyloxycarbonyl)-1,2,3,4-tetrahydroisoquinoline-7-carboxylic acid methyl ester